(R)-(4-chloro-3-fluoro-1H-indol-2-yl)(4-(oxetane-2-carbonyl)piperazin-1-yl)methanone ClC1=C2C(=C(NC2=CC=C1)C(=O)N1CCN(CC1)C(=O)[C@@H]1OCC1)F